4-chloro-1-[5-(difluoromethyl)-1,3,4-thiadiazol-2-yl]-N-(1-ethynylcyclopropyl)indazole-6-sulfonamide ClC1=C2C=NN(C2=CC(=C1)S(=O)(=O)NC1(CC1)C#C)C=1SC(=NN1)C(F)F